methyl 20-(3-formyl-4-(trifluoromethoxy)phenyl)icosanoate C(=O)C=1C=C(C=CC1OC(F)(F)F)CCCCCCCCCCCCCCCCCCCC(=O)OC